(2-(tert-butoxycarbonyl)-6-fluoro-1,2,3,4-tetrahydroisoquinolin-7-yl)benzo[d]imidazo[2,1-b]thiazole-7-carboxylic acid C(C)(C)(C)OC(=O)N1CC2=CC(=C(C=C2CC1)F)C=1N=C2SC3=C(N2C1)C=CC(=C3)C(=O)O